N-(2-fluorophenyl)-7-(4-methylpyridin-3-yl)quinazolin-4-amine FC1=C(C=CC=C1)NC1=NC=NC2=CC(=CC=C12)C=1C=NC=CC1C